C(C=C)N(CC=C)C=C1CC2(C(C=3C(C=C4C(C(OC([C@H]4O)=O)COC)(C13)C)=O)CCC2=O)C [(di-2-propenylamino)methylene]-4,4a,5,6,6a,8,9,9a-octahydro-l-1-hydroxy-4-(methoxymethyl)-4a,6a-dimethyl-cyclopenta[5,6]naphtho[1,2-c]pyran-2,7,10(1H)-trione